N-(6-((5-bromo-2-((2-chloro-5-methyl-4-(4-(4-methylpiperazin-1-yl)piperidine-1-yl)phenyl)amino)pyrimidin-4-yl)amino)benzo[d][1,3]dioxol-5-yl)-N-methylmethanesulfonamide BrC=1C(=NC(=NC1)NC1=C(C=C(C(=C1)C)N1CCC(CC1)N1CCN(CC1)C)Cl)NC=1C(=CC2=C(OCO2)C1)N(S(=O)(=O)C)C